7-amino-8-bromo-3,4-dihydroisoquinoline-2(1H)-carboxylate NC1=CC=C2CCN(CC2=C1Br)C(=O)[O-]